(2-fluoro-5-oxopentyl)carbamic acid tert-butyl ester C(C)(C)(C)OC(NCC(CCC=O)F)=O